2,2-bis(trifluoromethylphenyl)benzidine FC(F)(F)C1=C(C=CC=C1)C1(C(=CC=C(C1)N)C1=CC=C(N)C=C1)C1=C(C=CC=C1)C(F)(F)F